BrC(C)C=1C=CC(=NC1)OC(F)F 5-(1-Bromoethyl)-2-(difluoromethoxy)pyridine